C1(CC1)S(=O)(=O)NC=1SC=C(N1)C(C)(C)NC(C1=C(C=C(C=C1)C1=NC(=CN=C1)CC)F)=O N-(2-(2-(cyclopropanesulfonamido)thiazol-4-yl)propan-2-yl)-4-(6-ethylpyrazin-2-yl)-2-fluorobenzamide